ClC1=CC(=C(C=C1)CN1CC2CN(CC2C1)C(=O)OC(C)(C)C)O tert-butyl 2-[(4-chloro-2-hydroxy-phenyl) methyl]-1,3,3a,4,6,6a-hexahydropyrrolo[3,4-c]pyrrole-5-carboxylate